COC([C@@H](NC(C)=O)CC(=O)O)=O N-acetyl-L-aspartic acid 1-methyl ester